C(C1=CC=CC=C1)OC(=O)N[C@@H](CCC(=O)OC1=C(C(=C(C(=C1F)F)F)F)F)C(=O)OC(C)(C)C 1-(tert-butyl) 5-(perfluorophenyl) ((benzyloxy) carbonyl)-L-glutamate